ClC=1C=C(C=CC1C(C)C)C(NC(=O)C1N(CC(C1)F)C(CC1=CN=NN1)=O)C1=CC=CC=C1 N-{[3-chloro-4-(propan-2-yl)phenyl](phenyl)methyl}-4-fluoro-1-[2-(1H-1,2,3-triazol-5-yl)acetyl]pyrrolidine-2-carboxamide